2-((3-(4-bromophenyl)-8-methyl-1,4,8-triazaspiro[4.5]dec-1,3-dien-2-yl)thio)-N-(quinolin-3-yl)acetamide BrC1=CC=C(C=C1)C=1C(=NC2(N1)CCN(CC2)C)SCC(=O)NC=2C=NC1=CC=CC=C1C2